6-[(2S)-2-aminobutyl]-2-chloro-7-methyl-N-[(thiophen-2-yl)methyl]thieno[3,2-d]pyrimidin-4-amine N[C@H](CC1=C(C=2N=C(N=C(C2S1)NCC=1SC=CC1)Cl)C)CC